ethyl 4-{[(1R)-1-[3-amino-5-(trifluoromethyl)phenyl]ethyl]amino}-6-methylpyrazolo[1,5-a]pyrazine-2-carboxylate NC=1C=C(C=C(C1)C(F)(F)F)[C@@H](C)NC=1C=2N(C=C(N1)C)N=C(C2)C(=O)OCC